CC1=NC(=CC(=N1)N1CC2(C1)CCN(CC2)C2=CN=C1C(=N2)N(N=C1)C1COC1)C(F)(F)F 2-[2-methyl-6-(trifluoromethyl)pyrimidin-4-yl]-7-[1-(oxetan-3-yl)-1H-pyrazolo[3,4-b]pyrazin-6-yl]-2,7-diazaspiro[3.5]nonane